Cl.O1CCN(CC1)CCN1N=CC(=C1)N 1-(2-morpholinoethyl)-1H-pyrazol-4-amine hydrochloride